N-((1s,4s)-4-((7-morpholino-1,6-naphthyridin-5-yl)oxy)cyclohexyl)-1H-pyrazole-3-carboxamide O1CCN(CC1)C1=NC(=C2C=CC=NC2=C1)OC1CCC(CC1)NC(=O)C1=NNC=C1